C1(CCC1)N1N=C(C=C1)C1=C(C=CC=C1)NC(C1=CC=C(C=C1)OCCN1CCCCC1)=O N-(2-(1-cyclobutyl-1H-pyrazol-3-yl)phenyl)-4-(2-(piperidin-1-yl)ethoxy)benzamide